N-(1-Cyclobutyl-2-oxopyrrolidin-3-yl)-2-ethynyl-N-(4-fluoro-3,5-dimethoxyphenyl)thiazole-4-carboxamide C1(CCC1)N1C(C(CC1)N(C(=O)C=1N=C(SC1)C#C)C1=CC(=C(C(=C1)OC)F)OC)=O